BrCCOCCOC=1C(=CC2=C(NC[C@H]3N(C2=O)C=C(C3)C3=CC=C(C=C3)OC)C1)OC (S)-8-(2-(2-Bromoethoxy)ethoxy)-7-methoxy-2-(4-methoxyphenyl)-1,10,11,11a-tetrahydro-5H-benzo[e]pyrrolo[1,2-a][1,4]diazepin-5-one